N1=C(C=CC=C1)CCN1C=NC2=CC=CC=C2C1=O 3-(2-(pyridin-2-yl)ethyl)quinazolin-4(3H)-one